OCCNC1CCN(CC1)C(=O)OCCCC Butyl 4-((2-hydroxy ethyl)amino)piperidine-1-carboxylate